C1(=CC=CC=C1)C1=NC(=NN1)CCCC1=NNC(=N1)C1=CC=CC=C1 3,3'-trimethylenebis(5-phenyl-1H-1,2,4-triazole)